The molecule is a sesquiterpenoid that is 4,4a,7,8,8a,9-hexahydronaphtho[2,3-b]furan substituted by methyl groups at positions 3, 5 and 8a and an oxo group at position 9 (the 4aS,8aS stereoisomer). It is isolated from the methanol extract of the whole plant of Chloranthus japonicus and acts as a chitin synthase inhibitor. CJ-01 also shows antifungal activity against various human and phytophathogenic fungi. It has a role as a metabolite, an EC 2.4.1.16 (chitin synthase) inhibitor and an antifungal agent. It is a sesquiterpenoid, an enone, a cyclic ether, an organic heterotricyclic compound, an aromatic ketone and a cyclic terpene ketone. CC1=CCC[C@]2([C@H]1CC3=C(C2=O)OC=C3C)C